tert-butyl N-[(3R,5R)-1-[3-[[3-(difluoromethyl)-1-[4-(2-hydroxyethyl)cyclohexyl]pyrazol-4-yl]carbamoyl]pyrazolo[1,5-a]pyrimidin-5-yl]-5-fluoro-3-piperidyl]carbamate FC(C1=NN(C=C1NC(=O)C=1C=NN2C1N=C(C=C2)N2C[C@@H](C[C@H](C2)F)NC(OC(C)(C)C)=O)C2CCC(CC2)CCO)F